(2-chloro-4-fluoro-phenyl)-[(1S,5R)-8-[5-(2,2-dimethylpropylsulfonyl)-1-(2-hydroxy-2-methyl-propyl)indazol-7-yl]-3,8-diazabicyclo[3.2.1]octan-3-yl]methanone ClC1=C(C=CC(=C1)F)C(=O)N1C[C@@H]2CC[C@H](C1)N2C=2C=C(C=C1C=NN(C21)CC(C)(C)O)S(=O)(=O)CC(C)(C)C